1-(2-chloro-5-fluoropyrimidin-4-yl)-3-methylazetidine-3-carboxylic acid methyl ester COC(=O)C1(CN(C1)C1=NC(=NC=C1F)Cl)C